(4-benzothiophen-2-yl-phenyl)-(4-benzothiazol-2-yl-phenyl)-(4-naphthalen-2-yl-phenyl)amine S1C(=CC2=C1C=CC=C2)C2=CC=C(C=C2)N(C2=CC=C(C=C2)C2=CC1=CC=CC=C1C=C2)C2=CC=C(C=C2)C=2SC1=C(N2)C=CC=C1